N1C=CC2=C(C=CC=C12)C(=O)N1CC=2C(CC1)=C(N(N2)C)C2=CC=CC=C2 (1H-indol-4-yl)(2-methyl-3-phenyl-2,4,5,7-tetrahydro-6H-pyrazolo[3,4-c]pyridin-6-yl)methanone